CC1=C(OC2=C(C=C(C=C2C1=O)C)[C@@H](C)NC=1C(=NC(=CC1)F)C(=O)O)C=1C=NN(C1)C 3-[[(1R)-1-[3,6-Dimethyl-2-(1-methylpyrazol-4-yl)-4-oxo-chromen-8-yl]-ethyl]amino]-6-fluoro-pyridine-2-carboxylic acid